O=C1NC(CC[C@@H]1N1C(C2=CC=CC(=C2C1=O)NCC(=O)N1CCN(CC1)CCCOC=1C=C(CNC2=C3N=CN(C3=NC=N2)C2CC(C2)NC(C2=NC(=CC=C2)C)=O)C=CC1)=O)=O N-((1s,3s)-3-(6-((3-(3-(4-((2-(2,6-dioxopiperidin-3-yl)-1,3-dioxoisoindolin-4-yl)glycyl)piperazin-1-yl)propoxy)benzyl)amino)-9H-purin-9-yl)cyclobutyl)-6-methylpicolinamide